COC=1N=CC(=NC1)NC(OC1=CC=CC=C1)=O phenyl (5-methoxypyrazin-2-yl)carbamate